ClC1=C(C(=O)NC=2C=C3C=C(N(C3=CC2)CC)C(=O)NC2=CC(=CC=C2)OC(F)(F)F)C=C(C=C1)CNC(C(C)C)=O 5-(2-chloro-5-(isobutyrylaminomethyl)benzoylamino)-1-ethyl-N-(3-(trifluoromethoxy)phenyl)-1H-indole-2-carboxamide